CC1=NOC(=C1NC(COC1=CC=C2C(=NN(C2=C1)C)C1C(NC(CC1)=O)=O)=O)C N-(3,5-Dimethylisoxazol-4-yl)-2-((3-(2,6-dioxopiperidin-3-yl)-1-methyl-1H-indazol-6-yl)oxy)acetamide